7-(4-methoxybenzyl)-8-methyl-3-(4-methylthiazol-2-yl)imidazo[1,5-a]pyrazin-7-ium COC1=CC=C(C[N+]2=C(C=3N(C=C2)C(=NC3)C=3SC=C(N3)C)C)C=C1